tert-butyl-4-{[2-ethyl-4-{2-[(5-fluoropyridin-2-yl)amino]-2-oxoethyl}-5,8-dioxo-5,8-dihydro-4H-pyrazolo[1,5-a]pyrrolo[3,4-d]pyrimidin-6(7H)-yl]methyl}piperidine C(C)(C)(C)N1CCC(CC1)CN1C(C=2N(C=3N(C(C2C1)=O)N=C(C3)CC)CC(=O)NC3=NC=C(C=C3)F)=O